Methyl 3-(3-((2,6-difluoropyridin-4-yl)oxy)azetidin-1-yl)-2-(1H-pyrrol-1-yl)benzoate FC1=NC(=CC(=C1)OC1CN(C1)C=1C(=C(C(=O)OC)C=CC1)N1C=CC=C1)F